tin-silver-titanium [Ti].[Ag].[Sn]